OC1=CC=C2C(=NN(C2=C1)C1C(NC(CC1)=O)=O)C 3-(6-hydroxy-3-methyl-indazol-1-yl)piperidine-2,6-dione